The molecule is a phosphonic acid having a hydroxymethyl group attached to the phosphorus. It has a role as an EC 3.11.1.3 (phosphonopyruvate hydrolase) inhibitor. It is a member of phosphonic acids and a one-carbon compound. It derives from a phosphonic acid. It is a conjugate acid of a hydroxymethylphosphonate(1-). C(O)P(=O)(O)O